4-(3-Butoxy-4-methoxybenzyl)-2-imidazolidinone C(CCC)OC=1C=C(CC2NC(NC2)=O)C=CC1OC